CC(C(=O)OC(C(C)C)=O)C 2-methylpropanoyl 2-methylpropanoate